tert-butyl N-(2-amino-2-oxo-1-pyrido[3,4-d]pyridazin-1-yl-ethyl)carbamate NC(C(C1=C2C(=CN=N1)C=NC=C2)NC(OC(C)(C)C)=O)=O